O1C(=NC2=C1C=CC=C2)C=2N=C(N(C(C2O)=O)C)N2C(C1=CC=CC=C1CC2)C=2C=C(C(=O)O)C=CC2 3-(2-(4-(benzo[d]oxazol-2-yl)-5-hydroxy-1-methyl-6-oxo-1,6-dihydropyrimidin-2-yl)-1,2,3,4-tetrahydroisoquinolin-1-yl)benzoic acid